C(C(C)S)S 1,2-Propan-dithiol